C(C=CC1=CC=CC=C1)(=O)NCCCCNC(C=C(C)C)=O N-(4-cinnamamidobutyl)-3-methylbut-2-enamide